C1(=CC=CC=C1)C1=C(C2=C(OC3=C2C=CC=C3)C=C1)C1=C(C=CC=C1)C1=CC=CC=3C2=CC=CC=C2C2=CC=CC=C2C13 (phenyldibenzofuranyl)(triphenyleneyl)benzene